OC1CC(NC1)C(=O)N[C@@H](C)C1=C(C=C(C=C1)C1=C(N=CS1)C)C 4-hydroxy-N-((S)-1-(2-methyl-4-(4-methylthiazol-5-yl)phenyl)ethyl)pyrrolidine-2-carboxamide